10-chloro-9-(3,5-dimethylisoxazol-4-yl)-2-((4-methoxy-6-methyl-2-oxo-1,2-dihydropyridin-3-yl)methyl)-4-methyl-3,4-dihydro-[1,4]diazepino[6,7,1-HI]indol-1(2H)-one ClC1=C(C=C2C=CN3C2=C1C(N(CC3C)CC=3C(NC(=CC3OC)C)=O)=O)C=3C(=NOC3C)C